1,5,7-trimethyl-4-oxo-N-(1-phenylcyclopropyl)-4,5-dihydro-1H-pyrrolo[3,2-c]pyridine-3-carboxamide CN1C=C(C=2C(N(C=C(C21)C)C)=O)C(=O)NC2(CC2)C2=CC=CC=C2